FC1=CC=C(C=C1)[Mg]Br 4-Fluoro-phenyl-magnesium bromide